(R)-2,4,6-trimethylphenyl-(4-vinylphenyl)(2-(pyridin-2-yl)ethyl)phosphorus oxide CC1=C(C(=CC(=C1)C)C)[P@@](CCC1=NC=CC=C1)(C1=CC=C(C=C1)C=C)=O